OCCN1CC=2C=CC(=NC2CC1)C(=O)N 6-(2-hydroxyethyl)-5,6,7,8-tetrahydro-1,6-naphthyridine-2-carboxamide